[6-(3-cyclopropyl-1H-1,2,4-triazol-5-yl)-2-azaspiro[3.3]heptan-2-yl]-[3-[3-[5-(2,2-dimethylpropyl)-1,3,4-thiadiazol-2-yl]-1-bicyclo[1.1.1]-pentanyl]azetidin-1-yl]methanone C1(CC1)C1=NNC(=N1)C1CC2(CN(C2)C(=O)N2CC(C2)C23CC(C2)(C3)C=3SC(=NN3)CC(C)(C)C)C1